C(CCCCCCCCC)C1=C(C=C(C=C1)C=CC(=O)C1=CC=CC=C1)O 3-(4-Decyl-3-hydroxyphenyl)-1-phenylprop-2-en-1-one